O1C(OCC1)CCC(C(C)C)N1CC(C1)OC1=CC(=C2N1C(=CN=C2)C)C2=C(C(=O)N(C(C)C)CC)C=C(C=C2)F 2-[6-({1-[1-(1,3-dioxolan-2-yl)-4-methylpentan-3-yl]azetidin-3-yl}oxy)-4-methylpyrrolo[1,2-a]pyrazin-8-yl]-N-ethyl-5-fluoro-N-(isopropyl)benzamide